L-serine ethyl ester hydrochloride Cl.C(C)OC([C@@H](N)CO)=O